C(C)(=O)N1[C@H](C2=CC=C(C=C2CC1)S(=O)(=O)CC)C(=O)NC1=CC=C(C=C1)C(C(F)(F)F)(C(F)(F)F)F (R)-2-acetyl-6-(ethylsulfonyl)-N-(4-(perfluoropropane-2-yl)phenyl)-1,2,3,4-tetrahydroisoquinoline-1-carboxamide